tert-butyl (S)-4-(3-((4-((2-(2-(2-(((diethoxyphosphoryl)methyl)amino)-2-oxoacetyl)pyrrolidin-1-yl)-2-oxoethyl)carbamoyl)quinolin-6-yl)oxy)propyl)piperazine-1-carboxylate C(C)OP(=O)(OCC)CNC(C(=O)[C@H]1N(CCC1)C(CNC(=O)C1=CC=NC2=CC=C(C=C12)OCCCN1CCN(CC1)C(=O)OC(C)(C)C)=O)=O